1-[1-(3-aminobicyclo[1.1.1]pentan-1-yl)-1H-pyrazol-4-yl]-4-(2,2,2-trifluoroethyl)piperazin-2-one NC12CC(C1)(C2)N2N=CC(=C2)N2C(CN(CC2)CC(F)(F)F)=O